C(C)N(CC(C)N)CC N,N-diethylpropylenediamine